2-(((1r,4r)-4-(((3-fluoro-4-methylphenyl)(phenyl)carbamoyloxy)methyl)cyclohexyl)methoxy)acetic acid FC=1C=C(C=CC1C)N(C(=O)OCC1CCC(CC1)COCC(=O)O)C1=CC=CC=C1